2-chloro-9-phenyl-10-(p-tolylsulfinyl)phenanthrene ClC1=CC=2C(=C(C3=CC=CC=C3C2C=C1)C1=CC=CC=C1)S(=O)C1=CC=C(C=C1)C